C(C1=CC=CC=C1)OC(=O)NC(C(=O)[O-])C1OC1 ((benzyloxy)carbonyl)amino-2-(oxiran-2-yl)acetate